OC=1C=C(C=CC1)C1=NC=2C(C=3C(=NC2)N(CC3)S(=O)(=O)C3=CC=CC=C3)=N1 2-(3-hydroxyphenyl)-6-(benzenesulfonyl)imidazo[4,5-d]pyrrolo[2,3-b]pyridine